N2-(3-(2-isopropyl-2,3-dihydro-1H-pyrrolo[3,4-c]pyridin-6-yl)-1,2,4-thiadiazol-5-yl)-N3-methyl-5-(trifluoromethyl)pyridine-2,3-diamine C(C)(C)N1CC=2C=NC(=CC2C1)C1=NSC(=N1)NC1=NC=C(C=C1NC)C(F)(F)F